N1(CCNCC1)C1=CC=CC(=N1)C1=CN=C2N1C=C(C=C2)C(F)(F)F 3-(6-piperazin-1-yl-2-pyridinyl)-6-(trifluoromethyl)imidazo[1,2-a]pyridine